ClC1=C(C=CC=C1)C1(C(CCCC1)C(=O)C1C(CCCC1)(C1=C(C=CC=C1)Cl)O)O 2-(2-chlorophenyl)-2-hydroxycyclohexyl ketone